C(CCCCCC(=O)OCC(CCCCCCCC)CCCCCC)(=O)OCC(COC(CCC(OCCCC\C=C/CC)OCCCC\C=C/CC)=O)COC(=O)OCC1CN(CCC1)CC 1-(3-((4,4-bis(((Z)-oct-5-en-1-yl)oxy)butanoyl)oxy)-2-(((((1-ethylpiperidin-3-yl)methoxy)carbonyl)oxy)methyl)propyl) 7-(2-hexyldecyl) heptanedioate